CN1C(=NC=C1)C(C)=O 1-(1-methyl-1H-imidazol-2-yl)-ethan-1-one